NC[C@@H](C)O (2R)-1-aminopropan-2-ol